DICHLOROFLUOROACETIC ACID ClC(C(=O)O)(F)Cl